OC1CC[C@@H](N1C(=O)OC(C)(C)C)C(=O)OC(C)(C)C di-tert-butyl (2R)-5-hydroxypyrrolidine-1,2-dicarboxylate